5-chloro-2-fluoro-N-(pyrimidin-4-yl)-4-(((1S,2S,4S)-2-(pyrrolidin-1-yl)-4-(3-(trifluoromethyl)-phenyl)cyclohexyl)oxy)benzenesulfonamide Formate C(=O)O.ClC=1C(=CC(=C(C1)S(=O)(=O)NC1=NC=NC=C1)F)O[C@@H]1[C@H](C[C@H](CC1)C1=CC(=CC=C1)C(F)(F)F)N1CCCC1